C(C)OC(=O)[C@H]1N([C@H]2C[C@]2(C1)C)C(CNC(C1=CC=C(C=C1)C1(COC1)C1=CC=CC=C1)=O)=O (1S,3S,5S)-5-methyl-2-((4-(3-phenyloxetan-3-yl)benzoyl)glycyl)-2-azabicyclo[3.1.0]Hexane-3-carboxylic acid ethyl ester